FC(C1=C(C(=NC=C1)C(C)=O)F)F 1-[4-(difluoromethyl)-3-fluoro-2-pyridyl]Ethanone